NC1=C(C(=O)N(C)CCO[Si](C)(C)C(C)(C)C)C(=CC(=C1)B1OC(C(O1)(C)C)(C)C)F 2-amino-N-(2-((tert-butyldimethylsilyl)oxy)ethyl)-6-fluoro-N-methyl-4-(4,4,5,5-tetramethyl-1,3,2-dioxaborolan-2-yl)benzamide